OC1(CCC1)CC(=O)O 2-(1-Hydroxycyclobutyl)acetic acid